C(=CC=C)O[Sb](C1=CC=C(C=C1)[Sb](OC=CC=C)OC=CC=C)OC=CC=C 1,4-bis(di(buta-1,3-dien-1-yloxy)stibanyl)benzene